N12C[C@H](C(CC1)CC2)OC=2C=C(C#N)C=C(C2)C=2SC(=CN2)CC 3-[(3S)-1-azabicyclo[2.2.2]oct-3-yloxy]-5-(5-ethyl-1,3-thiazol-2-yl)benzonitrile